(Z)-(4-((2-aminomethyl-3-fluoroallyl)oxy)-3-fluorophenyl)-(4-phenylpiperidin-1-yl)methanone trifluoroacetate FC(C(=O)O)(F)F.NC/C(/COC1=C(C=C(C=C1)C(=O)N1CCC(CC1)C1=CC=CC=C1)F)=C/F